2-((1-(1-Cyanopyrrolidin-3-yl)ethyl)amino)benzo[d]thiazol-6-carbonitril C(#N)N1CC(CC1)C(C)NC=1SC2=C(N1)C=CC(=C2)C#N